CC(N)C(=O)O 2-methyl-glycine